C([2H])([2H])([2H])N(C(CN1C(COC2=C(C1=O)OC1=C2C=C(C=C1)Cl)(C(=O)N(C(OC(C)(C)C)=O)CC1=C(C=CC=C1)OC)C)=O)C([2H])([2H])[2H] tert-butyl (4-(2-(bis(methyl-d3)amino)-2-oxoethyl)-9-chloro-3-methyl-5-oxo-2,3,4,5-tetrahydrobenzofuro[2,3-f][1,4]oxazepine-3-carbonyl)(2-methoxybenzyl)carbamate